O1COC2=C1C=CC(=C2)CC(C)NC 1-(1,3-benzodioxol-5-yl)-N-methylpropan-2-amine